ClC1=C(C#N)C=C(C=C1)C(=O)N1CC=2C(=NN3C2C(N(C[C@H]3C)[C@H](C)C3=CC=C(C=C3)OC(F)F)=O)C[C@H]1C |o1:21,23| 2-Chloro-5-((3R,7R*)-9-((R*)-1-(4-(difluoromethoxy)phenyl)ethyl)-3,7-dimethyl-10-oxo-1,2,3,4,7,8,9,10-octahydropyrido[4',3':3,4]pyrazolo[1,5-a]pyrazine-2-carbonyl)benzonitrile